5,7-Di-tert-butyl-1-((3,5-di-tert-butyl-4-hydroxyphenyl)(4-methoxyphenyl)methyl)-3-phenylcycloheptane C(C)(C)(C)C1CC(CC(C(C1)C(C)(C)C)C(C1=CC=C(C=C1)OC)C1=CC(=C(C(=C1)C(C)(C)C)O)C(C)(C)C)C1=CC=CC=C1